2-((4-((R)-3-(4-chlorophenyl)-2,3-dihydro-[1,4]dioxino[2,3-b]pyridin-8-yl)piperidin-1-yl)methyl)-1-(((S)-oxetan-2-yl)methyl)-1H-benzo[d]imidazole-6-carboxylic acid ClC1=CC=C(C=C1)[C@@H]1COC=2C(=NC=CC2C2CCN(CC2)CC2=NC3=C(N2C[C@H]2OCC2)C=C(C=C3)C(=O)O)O1